COC=1C=C(C=CC1OC)C=CC(=O)C1=C(C=C(C=C1C)C)O 3-(3,4-Dimethoxyphenyl)-1-(2-hydroxy-4,6-dimethylphenyl)prop-2-en-1-one